2-fluoro-3-methyl-6-[(1Z)-2-(4,4,5,5-tetramethyl-1,3,2-dioxaborolan-2-yl)prop-1-en-1-yl]pyridine FC1=NC(=CC=C1C)\C=C(/C)\B1OC(C(O1)(C)C)(C)C